ClCC=1C=NC2=C(C=C(C=C2C1C(C)C)C1=NC(=NC=C1F)NC1C(COCC1)O)F 4-((4-(3-(chloromethyl)-8-fluoro-4-isopropylquinolin-6-yl)-5-fluoropyrimidin-2-yl)amino)tetrahydro-2H-pyran-3-ol